5-methyl-2-(4-nitrophenyl)-3-phenyl-6-(quinolin-6-yl)pyrazolo[1,5-a]pyrimidin-7(4H)-one CC=1NC=2N(C(C1C=1C=C3C=CC=NC3=CC1)=O)N=C(C2C2=CC=CC=C2)C2=CC=C(C=C2)[N+](=O)[O-]